2-((3,3-difluorocyclobutyl)ethyl)-2H-1,2,3-triazole-4-carboxylic acid FC1(CC(C1)CCN1N=CC(=N1)C(=O)O)F